2-(4-(4-Aminoimidazo[1,5-a]quinoxalin-7-yl)-1-methyl-1H-pyrazol-5-yl)-6-cyclopropoxy-3-fluoro-4-(prop-1-yn-1-yl)benzonitrile NC=1C=2N(C3=CC=C(C=C3N1)C=1C=NN(C1C1=C(C#N)C(=CC(=C1F)C#CC)OC1CC1)C)C=NC2